C(C)(=O)OC(=C)OC(C)=O vinylidene diacetate